tert-butyl N-[(2-chloro-5-fluoro-4-pyridyl)methyl]carbamate ClC1=NC=C(C(=C1)CNC(OC(C)(C)C)=O)F